C(C)(=O)O[C@@H](C(=O)N(C)C1CCC(CC1)N1N=C2C=C(C(=CC2=C1)C(NC=1C=NN2C1N=CC=C2)=O)OC)C (R)-1-(((1R,4R)-4-(6-methoxy-5-(pyrazolo[1,5-a]pyrimidin-3-ylcarbamoyl)-2H-indazol-2-yl) cyclohexyl) (methyl) amino)-1-oxopropan-2-yl acetate